ClC=1C(=NC(=NC1)N[C@H]1[C@@H](COCC1)O)C#CC1=CN=C(N1C(C)C)C(C)=O 1-(5-((5-chloro-2-(((3S,4R)-3-hydroxytetrahydro-2H-pyran-4-yl)amino)pyrimidin-4-yl)ethynyl)-1-isopropyl-1H-imidazol-2-yl)ethan-1-one